7-[1-(3-methyloxetan-3-yl)piperidin-4-yl]quinazolin-2-amine CC1(COC1)N1CCC(CC1)C1=CC=C2C=NC(=NC2=C1)N